BrC=1C=NC(=NC1)N1N=CN=C1[C@H](C)N(C1=NC=NC2=C(C=C(C=C12)C(F)(F)F)C(F)(F)F)C N-[(1S)-1-[2-(5-bromopyrimidin-2-yl)-1,2,4-triazol-3-yl]ethyl]-N-methyl-6,8-bis(trifluoromethyl)quinazolin-4-amine